CN1C(CC(CC1(C)C)C=1SC2=C(N1)C=C(C=C2)B2OC(C(O2)(C)C)(C)C)(C)C 2-(1,2,2,6,6-pentamethyl-4-piperidyl)-5-(4,4,5,5-tetramethyl-1,3,2-dioxaborolan-2-yl)-1,3-benzothiazole